FCOC=1C=C(C=CC1NCC#CC=1N(C2=CC=CC(=C2C1)NC1CCC(CC1)N1CC2(C1)CCOCC2)CC(F)(F)F)S(=O)(=O)N 3-(fluoromethoxy)-4-{[3-(4-{[(1S,4S)-4-{7-oxa-2-azaspiro[3.5]nonan-2-yl}cyclohexyl]amino}-1-(2,2,2-trifluoroethyl)-1H-indol-2-yl)prop-2-yn-1-yl]amino}benzene-1-sulfonamide